5-heptenoic acid methyl ester COC(CCCC=CC)=O